NCCC[Si](OC)(OC)C 3-aminopropylmethyl-dimethoxysilane